The molecule is a ceramide phosphoinositol compound having a hexacosanoyl group attached to the ceramide nitrogen and no hydroxylation at C-4 of the long-chain base or at C-2 or C-3 of the very-long-chain fatty acid. It has a role as a Saccharomyces cerevisiae metabolite. It derives from a N-hexacosanoylsphinganine. It is a conjugate acid of an Ins-1-P-Cer(d18:0/26:0)(1-). CCCCCCCCCCCCCCCCCCCCCCCCCC(=O)N[C@@H](COP(=O)(O)OC1[C@@H]([C@H](C([C@H]([C@H]1O)O)O)O)O)[C@@H](CCCCCCCCCCCCCCC)O